OCCC1(CNC1)O 3-(2-hydroxyethyl)azetidin-3-ol